((3-Benzamido-5-(trifluoromethyl)phenyl)-carbamoyl)(3-(4-(2-methoxy-4-methylpyrimidin-5-yl)benzyl)-1,2,3-oxadiazol-3-ium-5-yl)amide C(C1=CC=CC=C1)(=O)NC=1C=C(C=C(C1)C(F)(F)F)NC(=O)[N-]C1=C[N+](=NO1)CC1=CC=C(C=C1)C=1C(=NC(=NC1)OC)C